NC1=C(C=C2N=C(C=NC2=C1C1=C(C(=CC=C1C)O)C)C(F)(F)F)C(=O)N (P)-7-Amino-8-(3-hydroxy-2,6-dimethylphenyl)-3-(trifluoromethyl)quinoxaline-6-carboxamide